CC1=C(C(=CC=C1)C)C1=NC(=NC(=C1)OC1CNCC2CCCN(C12)C)NS(=O)(=O)C=1C=C(C(=O)O)C=CC1 3-[[4-(2,6-dimethylphenyl)-6-[(1-methyl-3,4,4a,5,6,7,8,8a-octahydro-2H-1,6-naphthyridin-8-yl)oxy]pyrimidin-2-yl]sulfamoyl]benzoic acid